FC(C(C(C(C(C(F)(F)F)(F)F)(F)F)(F)F)(F)F)(F)OC(C(C(F)(F)F)(F)F)(C(C(F)(F)F)C(F)(F)F)F 4,4-ditrifluoromethyl-1,1,1,2,2,3-hexafluorobutyl perfluorohexyl ether